(2R,3S,4S,SR)-4-[[3-[2-(difluoromethoxy)-3,4-difluoro-phenyl]-4,5-dimethyl-5-(trifluoromethyl)tetrahydrofuran-2-carbonyl]amino]-5-methyl-pyridine-2-carboxamide FC(OC1=C(C=CC(=C1F)F)[C@H]1[C@@H](O[C@@]([C@H]1C)(C(F)(F)F)C)C(=O)NC1=CC(=NC=C1C)C(=O)N)F |&1:14|